C(CC)C1OC1 2-propyl-oxirane